ClC1=C(C=C(C=C1)NC=1C2=C(N=CN1)C=NC(=C2)OC2CCN(CC2)C(C=C)=O)C2CC2 1-(4-((4-((4-chloro-3-cyclopropylphenyl)amino)-pyrido[3,4-d]pyrimidin-6-yl)oxy)piperidin-1-yl)prop-2-en-1-one